trichloroethyl-silanol ClC(C[SiH2]O)(Cl)Cl